C(#N)C=1C=CC(=C(C1)C1=CC(=NC=C1C(=O)NC=1SC=2C(=NC=C(N2)C2=NC=C(C=C2)C2CC2)N1)C)OC 4-(5-cyano-2-methoxyphenyl)-N-(6-(5-cyclopropylpyridin-2-yl)thiazolo[4,5-b]pyrazine-2-yl)-6-methylnicotinamide